4-(pyridin-4-yl)benzene-1-sulfonyl chloride N1=CC=C(C=C1)C1=CC=C(C=C1)S(=O)(=O)Cl